ClCC(P(C1=CC=CC=C1)C1=CC=CC=C1)(P(C1=CC=CC=C1)C1=CC=CC=C1)Cl dichloro[bis(diphenylphosphino)ethane]